1,2-Dioleoyloxy-3-morpholinopropane C(CCCCCCC\C=C/CCCCCCCC)(=O)OCC(CN1CCOCC1)OC(CCCCCCC\C=C/CCCCCCCC)=O